(3R,4R)-3-amino-4-fluoropyrrolidine N[C@@H]1CNC[C@H]1F